FC1=CC(=C(C=C1)C1N(CCC1F)S(=O)(=O)N)OC 4-fluoro-2-methoxyphenyl-3-fluoropyrrolidine-1-sulfonamide